BrC1=CC(=C(C=N1)N1C(N(C2=C1C(=CC=C2)C)CC(=O)O)=O)C 2-[3-(6-bromo-4-methyl-3-pyridyl)-4-methyl-2-oxo-benzimidazol-1-yl]acetic acid